P(=O)(O)(O)OC1=C(C=CC=C1)CCC1=CC=CC=C1 phenylethyl-phenol phosphate